ClC1=CC=C2N1C1=CC=CC=C1N=C2C=2OC=CC2 1-chloro-4-(furan-2-yl)pyrrolo[1,2-a]quinoxaline